CC=1C(=CC2=C(OC(C(O2)([2H])[2H])([2H])[2H])C1)C1CCNCC1 4-(7-methyl-2,3-dihydrobenzo[b][1,4]dioxin-6-yl-2,2,3,3-d4)piperidine